(1-oxa-8-azaspiro[4.5]dec-3-yl)carbamate O1CC(CC12CCNCC2)NC([O-])=O